1-(4-chlorobenzyl)-1H-pyrazole-4-carboxylic acid ethyl ester C(C)OC(=O)C=1C=NN(C1)CC1=CC=C(C=C1)Cl